FC1=C(CN2C=C3C(=CC2=O)C(CN3)(C)C)C=CC(=C1)F 6-(2,4-difluoro-benzyl)-3,3-dimethyl-1,2,3,6-tetrahydro-pyrrolo[2,3-c]pyridin-5-one